methyl 1-(4-{2-azaspiro[3.4]octan-2-yl}butyl)-2-oxo-1,2-dihydropyridine-3-carboxylate C1N(CC12CCCC2)CCCCN2C(C(=CC=C2)C(=O)OC)=O